C(C)(C)(C)C1=CC=C(C=C1)C=1C(=CC(=NC1)Cl)C([2H])([2H])[2H] 5-(4-tert-butylphenyl)-2-chloro-4-(methyl-d3)pyridine